N-(4-hydroxybutyryl)-2-methoxyphenylalanine ethyl ester C(C)OC([C@@H](NC(CCCO)=O)CC1=C(C=CC=C1)OC)=O